C(C)(C)(C)OC(=O)C=1SC2=C(C1)C=CC=C2 1-benzothiophene-2-carboxylic acid tert-butyl ester